O([Si](C)(C)C(C)(C)C)C1CC2CC(CC2C1)O 5-(tert-butyldimethylsiloxy)octahydropentalen-2-ol